BrC1=CC=C(C=C1)C(C(=O)OC)(CO)CO methyl 2-(4-bromophenyl)-3-hydroxy-2-(hydroxymethyl)propanoate